8-bromo-6-methyl-2-(4-methyl-1-piperidinyl)chromen-4-one tert-butyl-((1S,2S,4S)-2-(pyrrolidin-1-yl)-4-(3-(trifluoromethoxy)phenyl)cyclohexyl)carbamate C(C)(C)(C)N(C(O)=O)[C@@H]1[C@H](C[C@H](CC1)C1=CC(=CC=C1)OC(F)(F)F)N1CCCC1.BrC=1C=C(C=C2C(C=C(OC12)N1CCC(CC1)C)=O)C